tungsten didiselenide [SeH-]=[Se].[SeH-]=[Se].[W+2]